C(C1=CC=CC=C1)OC=1C=C(C=CC1)C(C(C)(C)P(OC)(OC)=O)C1CC1 dimethyl (1-(3-(benzyloxy)phenyl)-1-cyclopropyl-2-methylpropan-2-yl)phosphonate